OC=1C(=C(C(=O)O)C(=CN1)C)C 2-hydroxy-3,5-dimethylisonicotinic acid